6-(2,4-difluorophenyl)-4-(1-methyl-1,2,5,6-tetrahydropyridin-3-yl)isoindolin-1-one FC1=C(C=CC(=C1)F)C1=CC(=C2CNC(C2=C1)=O)C=1CN(CCC1)C